C(C)N1CCN(CC1)CC=1C=CC(=NC1)NC(C1=C(C=CC=C1)C(=O)N1CCN(CC1)CC)=O N-(5-((4-ethylpiperazin-1-yl)methyl)pyridin-2-yl)-2-(4-ethylpiperazin-1-carbonyl)benzamide